C(C)(C)C1(OC2=CC=CC=C2C(C1)NC(=O)[C@H]1[C@@H](C1)[C@H](CCOC)N1C(NC(CC1=O)(C)C)=[NH2+])C [1-[(1S)-1-[(1R,2R)-2-[(2-isopropyl-2-methyl-chroman-4-yl)carbamoyl]cyclopropyl]-3-methoxypropyl]-4,4-dimethyl-6-oxo-hexahydropyrimidin-2-ylidene]ammonium